platinum-palladium-iron [Fe].[Pd].[Pt]